[13C@@H]1([13C@H](O)[13C@H](O)[13C@@H]([13CH2]O)O1)N1C=NC=2C(=O)NC(=O)NC12 Xanthosine-13C5